NC1=C(C(=NC=N1)OC1=CC(=C(C=C1)NC(=O)C=1C(N(C=CC1)C1=CC=C(C=C1)F)=O)Cl)Cl N-(4-((6-amino-5-chloropyrimidin-4-yl)oxy)-2-chlorophenyl)-1-(4-fluorophenyl)-2-oxo-1,2-dihydropyridine-3-carboxamide